2-bromo-1-fluoro-3-methylbenzene BrC1=C(C=CC=C1C)F